C(C1=CC=CC=C1)S(=O)(=O)O.OC1=C(C(N(C2=CC=CC=C12)CC1=CC=CC=C1)=O)C(=O)NCC(=O)O N-[[4-hydroxy-2-oxo-1-(phenylmethyl)-1,2-dihydro-3-quinolinyl]carbonyl]glycine Toluen-sulfonat